ethyl 4-((S)-1-(6-(2-fluoro-4-(methylsulfonyl)phenyl)imidazo[2,1-b][1,3,4]thiadiazol-2-yloxy)ethyl)piperidine-1-carboxylate rac-(2S)-2-amino-3-tert-butoxy-propanoate N[C@H](C(=O)O)COC(C)(C)C.FC1=C(C=CC(=C1)S(=O)(=O)C)C=1N=C2SC(=NN2C1)O[C@@H](C)C1CCN(CC1)C(=O)OCC |&1:1|